C(C)(C)OC(=O)N1C[C@@H](CC1)N1N=C(C2=CC(=CC=C12)C1=C2C=CN=C(C2=CC=C1)N)COC1=C(C=CC=C1)CC(=O)OCC (R)-3-(5-(1-aminoisoquinolin-5-yl)-3-((2-(2-ethoxy-2-oxoethyl)phenoxy)methyl)-1H-indazol-1-yl)pyrrolidine-1-carboxylic acid isopropyl ester